5-methylsulfinyl-benzothiophene-2-carboxylic acid methyl ester COC(=O)C=1SC2=C(C1)C=C(C=C2)S(=O)C